Methyl 7-fluoro-1-methyl-4-oxo-4,5-dihydroimidazo[1,5-a]quinoxaline-8-carboxylate FC=1C=C2NC(C=3N(C2=CC1C(=O)OC)C(=NC3)C)=O